FC=1C=C2C(C(=O)OC2=O)=CC1F 4,5-difluoro-phthalic acid anhydride